BrC1=CN=C(C=2N1C=NC2)SC2=C(C(=NC=C2)NCC2=CC=C(C=C2)OC)Cl 4-((5-bromoimidazo[1,5-a]pyrazin-8-yl)thio)-3-chloro-N-(4-methoxybenzyl)pyridin-2-amine